NC=1C=C(C=C(C1)C(F)(F)F)[C@@H](C)NC(=O)C1=NN(C(C=C1)=O)C1=CC(=CC=C1)C=1N(N=NC1)C N-[(1R)-1-[3-amino-5-(trifluoromethyl)phenyl]ethyl]-1-[3-(3-methyltriazol-4-yl)phenyl]-6-oxo-pyridazine-3-carboxamide